C(OCC=CCC(Cl)Cl)([O-])=O 2,2-dichloroethylallyl carbonate